2-butyl-tetrafluorobenzoic acid C(CCC)C1=C(C(=O)O)C(=C(C(=C1F)F)F)F